[C@H]1(CCCC2=CC=CC=C12)C(=O)N1CC2(CC1)C(NC(CC2)=O)=O (+)-2-((R)-1,2,3,4-tetrahydronaphthalene-1-carbonyl)-2,7-diazaspiro[4.5]decane-6,8-dione